1-(3-(4-Chlorophenyl)-1,2,4-oxadiazol-5-yl)-N-(((R)-1-(((S)-1-methylpiperidin-3-yl)methyl)pyrrolidin-3-yl)methyl)piperidine-4-carboxamide ClC1=CC=C(C=C1)C1=NOC(=N1)N1CCC(CC1)C(=O)NC[C@@H]1CN(CC1)C[C@@H]1CN(CCC1)C